2,6-bis((E)-4-(pyridine-3-yl)benzal)cyclohexanone Tert-Butyl-N-{2-[(4-Bromopyridin-2-Yl)Carbamoyl]Ethyl}-N-(3-Acetamidopropyl)Carbamate C(C)(C)(C)OC(N(CCCNC(C)=O)CCC(NC1=NC=CC(=C1)Br)=O)=O.N1=CC(=CC=C1)C1=CC=C(\C=C/2\C(/C(/CCC2)=C/C2=CC=C(C=C2)C=2C=NC=CC2)=O)C=C1